C(C=CC(=O)OCCCCCCCCCCC(C)C)(=O)OCCCCCCCCCCC(C)C diisotridecyl butendioate